6,8-dichloro-5-fluoro-3,4-dimethyl-2H-2,7-naphthyridin-1-one ClC=1C(=C2C(=C(NC(C2=C(N1)Cl)=O)C)C)F